(6R,8aS)-6-ethyl-2-[1-(trifluoromethyl)cyclobutyl]-1,5,6,7,8,8a-hexahydroimidazo[1,5-a]pyrazin-3-one C(C)[C@H]1NC[C@@H]2N(C1)C(N(C2)C2(CCC2)C(F)(F)F)=O